CN1CCN(CC1)CCNC1=NC(=NC(=N1)N1CCOCC1)N1CC2=C(CC1)N=CN2 N-(2-(4-methylpiperazin-1-yl)ethyl)-4-morpholinyl-6-(3,4,6,7-tetrahydro-5H-imidazo[4,5-c]pyridin-5-yl)-1,3,5-triazin-2-amine